6-Bromo-2-(((3-(1-cyclopropyl-1H-pyrazol-3-yl)-4-methoxy-5-nitrobenzyl)oxy)methyl)-3-fluoropyridine BrC1=CC=C(C(=N1)COCC1=CC(=C(C(=C1)[N+](=O)[O-])OC)C1=NN(C=C1)C1CC1)F